dimethyl-[3-(8-methylimidazo[1,2-a]pyridin-6-yl)-6-(4-piperazinopiperidino)-2-pyridyl]amine CN(C1=NC(=CC=C1C=1C=C(C=2N(C1)C=CN2)C)N2CCC(CC2)N2CCNCC2)C